5H,6H,7H,8H-[1,2,4]Triazolo[4,3-a]Pyridin-8-one N=1N=CN2C1C(CCC2)=O